C(#N)C=1C=CC(=NC1)COC1=CC=CC(=N1)N1C[C@@H](N(CC1)CC1=NC2=C(N1C[C@H]1OCC1)C=CC=C2)C 2-(((S)-4-(6-((5-Cyanopyridin-2-yl)methoxy)pyridin-2-yl)-2-methylpiperazin-1-yl)methyl)-1-(((S)-oxetan-2-yl)methyl)-1H-benzo[d]imidazol